((1E)-3-ethoxy-3-oxoprop-1-en-1-yl)pyrrolidine-1-carboxylate C(C)OC(/C=C/OC(=O)N1CCCC1)=O